dinaphthyl-amine C1(=CC=CC2=CC=CC=C12)NC1=CC=CC2=CC=CC=C12